CC1([C@H]2CN([C@@H]([C@@H]12)C(=O)OC)C([C@H](CC1=NC=CC=C1)NC(CC1COCC1)=O)=O)C methyl (1R,2S,5S)-6,6-dimethyl-3-[(2S)-3-(2-pyridyl)-2-[(2-tetrahydrofuran-3-ylacetyl)amino]propanoyl]-3-azabicyclo[3.1.0]hexane-2-carboxylate